CC=1N=C2N(C=C(C=C2C#N)C=2C=C3C(=CN(C(C3=CC2)=O)[C@H]2CNCC2)C)C1 (R)-2-methyl-6-(4-methyl-1-oxo-2-(pyrrolidin-3-yl)-1,2-dihydroisoquinolin-6-yl)imidazo[1,2-a]pyridine-8-carbonitrile